C(C=C)(=O)NC1=CC=C(C=C1)N1N=C2C(NN=C(C2=C1C1=CC=C(C(=O)NCC(C)C)C=C1)N)=O 4-(2-(4-acrylamidophenyl)-4-amino-7-oxo-6,7-dihydro-2H-pyrazolo[3,4-d]pyridazin-3-yl)-N-isobutylbenzamide